F[C@@H]1C[C@@]2(CCCN2C1)COC=1N=C(C2=C(N1)C=CN=C2)OCCCC=2C=NC=CC2 (((2R,7aS)-2-fluorohexahydro-1H-pyrrolizin-7a-yl)methoxy)-4-(3-(pyridin-3-yl)propoxy)pyrido[4,3-d]pyrimidine